5-(2-((S or R)-3-((R or S)-ethoxy(pyridin-2-yl)methyl)-3-(2-(5-fluorothiophen-2-yl)ethyl)pyrrolidin-1-yl)propan-2-yl)-2-methylpyridine C(C)O[C@H]([C@@]1(CN(CC1)C(C)(C)C=1C=CC(=NC1)C)CCC=1SC(=CC1)F)C1=NC=CC=C1 |o1:3,4|